(6S)-5-[3'-hydroxy-2-(trifluoromethyl)[1,1'-biphenyl]-4-yl]-6-methyl-3,6-dihydro-2H-1,3,4-oxadiazin-2-one OC=1C=C(C=CC1)C1=C(C=C(C=C1)C1=NNC(O[C@H]1C)=O)C(F)(F)F